[Si](C)(C)(C(C)(C)C)OC1=CC(=C(C=C1)N=C(N)C1=C(C=2N(N=C1)C=C(C2)C2=CC=CC=C2)NC2CCCCCC2)CC N'-(4-(tert-butyl(dimethyl)silyl)oxy-2-ethyl-phenyl)-4-(cycloheptylamino)-6-phenyl-pyrrolo[1,2-b]pyridazine-3-carboxamidine